2-fluoro-3-(phenylmethoxy)-5-(4,4,5,5-tetramethyl(1,3,2-dioxaborolan-2-yl))-1-(trifluoromethyl)benzene FC1=C(C=C(C=C1OCC1=CC=CC=C1)B1OC(C(O1)(C)C)(C)C)C(F)(F)F